FC(C(=O)O)(F)F.N[C@@H](CCCCN)C(=O)O.N[C@@H](CCCCN)C(=O)O.N[C@@H](CCCCN)C(=O)O trilysine trifluoroacetate salt